(2R,3S)-methyl-4-bromo-5-chloro-6-fluoro-3-(methoxymethoxy)-2-phenyl-2,3-dihydrobenzofuran-2-carboxylate COC(=O)[C@@]1(OC2=C([C@@H]1OCOC)C(=C(C(=C2)F)Cl)Br)C2=CC=CC=C2